C1(=CC=CC=C1)C1NC2=CC=CC=C2C(N1)=O 2-phenyl-2,3-dihydroquinazolin-4(1H)-one